C1(=CCCCC1)CC1=CC(=CC=C1)C 1-(1-Cyclohexenyl-methyl)-3-methylbenzol